C(#N)C1=C(C=C(C=C1C1CCCCC1)CC(=O)O)C1CCCCC1 (4-cyano-3,5-dicyclohexylphenyl)acetic acid